tert-butyl (3R,4R)-4-{3-[3,5-bis(trifluoromethyl)phenyl]-2-oxoimidazolidin-1-yl}-3-(4-fluorophenyl)piperidine-1-carboxylate FC(C=1C=C(C=C(C1)C(F)(F)F)N1C(N(CC1)[C@H]1[C@@H](CN(CC1)C(=O)OC(C)(C)C)C1=CC=C(C=C1)F)=O)(F)F